2-[[5-(3-Chlorophenyl)-2-furanyl]methylene]-1H-indene-1,3(2H)-dione ClC=1C=C(C=CC1)C1=CC=C(O1)C=C1C(C2=CC=CC=C2C1=O)=O